BrC=1C(=CSC1)NC(=O)N1CCC(CC1)N1CC(C1)(N1N=CC(=C1)C=1C2=C(N=CN1)NC=C2)CC#N N-(4-bromo-3-thienyl)-4-{3-(cyanomethyl)-3-[4-(7H-pyrrolo[2,3-d]pyrimidin-4-yl)-1H-pyrazol-1-yl]azetidin-1-yl}piperidine-1-carboxamide